(2S,3S)-3-(fluoromethyl)-2-methyl-azetidine 2,2,2-trifluoroacetate salt FC(C(=O)O)(F)F.FC[C@@H]1[C@@H](NC1)C